2-((allyloxy)methyl)-2-methylpropane-1,3-diol C(C=C)OCC(CO)(CO)C